C1(CCC1)C=1C=C(C=CC1OC)S(=O)(=O)Cl 3-cyclobutyl-4-methoxy-benzenesulfonyl chloride